6-(Prop-1-yn-1-yl)-N2,N4-bis((R)-1,1,1-trifluoroprop-2-yl)-1,3,5-triazine-2,4-diamine C(#CC)C1=NC(=NC(=N1)N[C@@H](C(F)(F)F)C)N[C@@H](C(F)(F)F)C